O1P(SCC1)=O 1,3,2-oxathiaphospholane 2-oxide